COC1CC(C1)(C1=NN=CN1C)C=1C=C(C=CC1)N1C(C2=C(C(=C1)C(F)(F)F)C=C(N2)C=O)=O 6-[3-[3-methoxy-1-(4-methyl-1,2,4-triazol-3-yl)cyclobutyl]phenyl]-7-oxo-4-(trifluoromethyl)-1H-pyrrolo[2,3-c]pyridine-2-carbaldehyde